6,8-dichloroquinolin-4-amine ClC=1C=C2C(=CC=NC2=C(C1)Cl)N